3-(3,6-diphenyl-9H-carbazol-9-yl)aniline C1(=CC=CC=C1)C=1C=CC=2N(C3=CC=C(C=C3C2C1)C1=CC=CC=C1)C=1C=C(N)C=CC1